FC1CC(N(C1)C=1C=CC=2N(N1)C(=CN2)C(=O)NC2CCN(CC2)CC2=CC(=C(C=C2)F)O)C2=C(C=CC(=C2)F)SC 6-[4-fluoro-2-[5-fluoro-2-(methylsulfanyl)phenyl]pyrrolidin-1-yl]-N-{1-[(4-fluoro-3-hydroxyphenyl)methyl]piperidin-4-yl}imidazo[1,2-b]pyridazine-3-carboxamide